C(C)S(=O)(=O)OC=1C=C(C=CC1)NC(=O)NC1=CC(=CC=C1)OS(=O)(=O)CCC N-[3-(ethylsulfonyloxy)phenyl]-N'-[3-(propylsulfonyloxy)phenyl]urea